(E)-1-((4-fluorophenyl)sulfonyl)-4,4-dimethyl-2-styrylazepane FC1=CC=C(C=C1)S(=O)(=O)N1C(CC(CCC1)(C)C)\C=C\C1=CC=CC=C1